6-chloro-2'-methyl-4,5'-bipyrimidine ClC1=CC(=NC=N1)C=1C=NC(=NC1)C